dl-2-(4-chloro-2-methylphenoxy)propionic acid ClC1=CC(=C(O[C@@H](C(=O)O)C)C=C1)C |r|